benzyl N-[(R)-[(2S,5S,6R)-5-azido-6-[(1R,2R,3S,4R,6S)-4,6-diazido-2,3-dihydroxy-cyclohexoxy]tetrahydropyran-2-yl]-cyclopropyl-methyl]-N-benzyl-carbamate N(=[N+]=[N-])[C@H]1CC[C@H](O[C@@H]1O[C@H]1[C@@H]([C@H]([C@@H](C[C@@H]1N=[N+]=[N-])N=[N+]=[N-])O)O)[C@H](N(C(OCC1=CC=CC=C1)=O)CC1=CC=CC=C1)C1CC1